1-((7-(5-Chloro-1-((4-fluoropiperidin-4-yl)methyl)-1H-indol-7-yl)thieno[3,2-b]pyridin-2-yl)methyl)pyrrolidin-2-one trifluoroacetate FC(C(=O)O)(F)F.ClC=1C=C2C=CN(C2=C(C1)C1=C2C(=NC=C1)C=C(S2)CN2C(CCC2)=O)CC2(CCNCC2)F